3-((6-(1-Methyl-1H-pyrazol-5-yl)-1-oxoisoquinolin-2(1H)-yl)methyl)-N-(tetrahydro-2H-pyran-4-yl)benzamide CN1N=CC=C1C=1C=C2C=CN(C(C2=CC1)=O)CC=1C=C(C(=O)NC2CCOCC2)C=CC1